(R)-(4-Ethyl-2-methylpiperazin-1-yl)(3'-((6-methoxy-2-(2-methylimidazo[2,1-b][1,3,4]thiadiazol-6-yl)benzofuran-4-yl)methoxy)-[1,1'-biphenyl]-4-yl)methanone C(C)N1C[C@H](N(CC1)C(=O)C1=CC=C(C=C1)C1=CC(=CC=C1)OCC1=CC(=CC2=C1C=C(O2)C=2N=C1SC(=NN1C2)C)OC)C